FC(C=1C=CC(NC1)=O)(F)F 5-(trifluoro-methyl)-2-pyridone